(1r,2s,5s)-6,6-dimethyl-3-(2-(3-methyl-1-(tetrahydro-2H-pyran-2-yl)-1H-pyrazol-5-yl)acetyl)-3-azabicyclo[3.1.0]hexane-2-carboxylic acid methyl ester COC(=O)[C@@H]1[C@H]2C([C@H]2CN1C(CC1=CC(=NN1C1OCCCC1)C)=O)(C)C